F[B-](CCOC1OCCCC1)(F)F trifluoro(2-tetrahydropyran-2-yloxyethyl)boranuide